5-[3-(3,5-dimethyl-phenyl)-1,2,4-oxadiazol-5-yl]-1-(oxan-4-yl)-1H-1,2,3-benzotriazole CC=1C=C(C=C(C1)C)C1=NOC(=N1)C1=CC2=C(N(N=N2)C2CCOCC2)C=C1